BrC=1C(=CC2=C(N(CC3(CCC3)NS2(=O)=O)C2=CC=CC=C2)C1)OC 7-bromo-8-methoxy-5-phenyl-4,5-dihydro-2H-spiro[benzo[f][1,2,5]thiadiazepine-3,1'-cyclobutane] 1,1-dioxide